Tetramethyl-ammonium hexafluorophosphate salt F[P-](F)(F)(F)(F)F.C[N+](C)(C)C